(E)-2-(tert-butylamino)ethan-1-ol C(C)(C)(C)NCCO